FC(C(=O)O)(F)F.C(C1=CC=CC=C1)N(C=1C(=C(C=CC1[N+](=O)[O-])C1(CCC2(OCCO2)CC1)C(=O)O)F)CC1=CC=CC=C1 8-[3-(dibenzylamino)-2-fluoro-4-nitrophenyl]-1,4-dioxaspiro[4.5]decane-8-carboxylic acid, trifluoroacetic acid salt